tert-butyl 3-((3-(5-(pyrimidin-4-yl)-4H-1,2,4-triazol-3-yl)oxetan-3-yl)amino)benzoate N1=CN=C(C=C1)C=1NC(=NN1)C1(COC1)NC=1C=C(C(=O)OC(C)(C)C)C=CC1